(E)-2-(1-(3,5-Difluoro-4-methoxyphenyl)eth-ylidene)hydrazine-1-carboxamide FC=1C=C(C=C(C1OC)F)\C(\C)=N\NC(=O)N